C(C)(C)[C@]1(N(CCC[C@H]1NS(=O)(=O)CC(C)C)C(=O)OCC/1(CN(CC\C1=C/F)C)C)CC1=NC(=CC=C1)C1=CC=CC=C1 (E)-(4-(fluoromethylene)-1,3-dimethylpiperidin-3-yl)methanol isopropyl-cis-3-((isobutylsulfonyl)amino)-2-((6-phenylpyridin-2-yl)methyl)piperidine-1-carboxylate